N(C(=N)N)C1=CC=C(C[C@H](N)C(=O)O)C=C1 (4-guanidino)-L-phenylalanine